CC1=CC=C(C(=N1)C=O)[N+](=O)[O-] 6-METHYL-3-NITROPICOLINALDEHYDE